OC1=C(C=C(C(=C1)OCCCCCC)C(C)(C)C1=CC=CC=C1)C1=NC=NC=N1 6-(2-hydroxy-4-hexyloxy-5-α-cumylphenyl)-s-triazine